5-fluoro-4-methylpyridin-2(1H)-one FC=1C(=CC(NC1)=O)C